NC=1C(=NC(=NC1)N)N Tri-aminopyrimidine